3'-n-propyl-2'-acetyl-2',3'-dihydro-2H,4H-spiro[benzo[b][1,4]oxazin-3,1'-indene]-2-one C(CC)C1C(C2(C3=CC=CC=C13)NC1=C(OC2=O)C=CC=C1)C(C)=O